(2R,3R,3aR,11aS)-3-{(1E,3ξ)-3-[1-(2,4-difluorophenyl)cyclobutyl]-3-hydroxy-1-propen-1-yl}-2-hydroxy-1,2,3,3a,4,5,6,11a-octahydrobenzo[b]cyclopenta[g]oxocine-9-carboxylic acid FC1=C(C=CC(=C1)F)C1(CCC1)C(/C=C/[C@H]1[C@@H](C[C@H]2[C@@H]1CCCC1=C(O2)C=C(C=C1)C(=O)O)O)O